BrC=1C(=NN(C1NC(=O)N[C@@H]1CN(C[C@H]1C1=CC(=C(C=C1)F)F)CCOC)C)C=1C=NN(C1)C 1-(4-bromo-1,1'-dimethyl-1h,1'h-[3,4'-bipyrazole]-5-yl)-3-((3s,4r)-4-(3,4-difluorophenyl)-1-(2-methoxyethyl)pyrrolidin-3-yl)urea